monochloropropyltrimethoxysilane ClCCC[Si](OC)(OC)OC